[4-(1,5-dimethylpyrazol-4-yl)-5,7-dihydro-4H-thieno[2,3-c]pyridin-6-yl]-[5-(4-fluorophenyl)isoxazol-3-yl]methanone CN1N=CC(=C1C)C1C2=C(CN(C1)C(=O)C1=NOC(=C1)C1=CC=C(C=C1)F)SC=C2